Cl.COC=1C=CC=C2C=C(C=NC12)NC1CCNCC1 8-methoxy-N-(piperidin-4-yl)quinolin-3-amine hydrochloride